OC1CN(C1)C(=O)O[C@@H]1CC[C@H](CC1)C(N(C[C@@H]1CC[C@H](CC1)C1=NC(=C(C=C1)OC)C)C1=NC=CC(=C1)C=1N=C(OC1)C1CC1)=O trans-4-((4-(2-Cyclopropyloxazol-4-yl)pyridine-2-yl)((trans-4-(5-methoxy-6-methylpyridin-2-yl)cyclohexyl) methyl)carbamoyl)cyclohexyl 3-hydroxyazetidine-1-carboxylate